6-(2-Amino-5-(2-methylpyridin-4-yl)-1H-imidazol-4-yl)-2-methyl-2H-benzo[b][1,4]oxazin-3(4H)-one NC=1NC(=C(N1)C1=CC2=C(OC(C(N2)=O)C)C=C1)C1=CC(=NC=C1)C